C1(CC1)C=1N=NN(C1)[C@H](C(=O)N1[C@@H](C[C@H](C1)O)C(=O)NCCOC1=NC(=CC=C1)C(F)(F)F)C(C)(C)C (2S,4R)-1-[(2S)-2-(4-cyclopropyltriazol-1-yl)-3,3-dimethyl-butanoyl]-4-hydroxy-N-[2-[[6-(trifluoromethyl)-2-pyridyl]oxy]ethyl]pyrrolidine-2-carboxamide